CSC.[S] sulphur (dimethyl-sulphur)